FC1=C(C=C(C=C1C)C1=C(C=C(C=C1C)F)C)[C@H](CC(=O)O)NC(C(CC(C)C)N1C(C=C(C(=C1)CCN(C)C)C)=O)=O (3S)-3-(4,4'-difluoro-2',5,6'-trimethylbiphenyl-3-yl)-3-(2-(5-(2-(dimethylamino)ethyl)-4-methyl-2-oxopyridin-1(2H)-yl)-4-methylpentanamido)propanoic acid